5-bromo-6-chloro-1H-indazole BrC=1C=C2C=NNC2=CC1Cl